7-chloro-6-fluoro-1-((2-(trimethylsilyl)ethoxy)methyl)-1H-benzo[d][1,2,3]triazole-5-Amine ClC1=C(C(=CC2=C1N(N=N2)COCC[Si](C)(C)C)N)F